tert-butyl [5-cyclobutoxy-1H-pyrrolo[2,3-b]pyridin-3-yl]carbamate tert-Butyl-4-(6-methyl-5-nitropyridin-2-yl)piperazine-1-carboxylate C(C)(C)(C)OC(=O)N1CCN(CC1)C1=NC(=C(C=C1)[N+](=O)[O-])C.C1(CCC1)OC=1C=C2C(=NC1)NC=C2NC(OC(C)(C)C)=O